BrC1=C(C=O)C=C(C=C1)OCC1CCCCC1 2-bromo-5-(cyclohexylmethoxy)benzaldehyde